C(C1=CC=CC=C1)OC1=C(N(C=C(C1=O)C(NCC1=C(C=C(C=C1)F)F)=O)N(C(OC(C)(C)C)=O)[C@H](CO)C=C)C(N[C@@H](C)C=C)=O Tert-butyl (3-(benzyloxy)-2-(((S)-but-3-en-2-yl)carbamoyl)-5-((2,4-difluorobenzyl)carbamoyl)-4-oxopyridin-1(4H)-yl)((S)-1-hydroxybut-3-en-2-yl)carbamate